(S)-(1-methylpyrrolidin-2-yl)methyl (5-(2-(1,3-dimethyl-1H-pyrazol-4-yl)pyrazolo[5,1-b]thiazole-7-carboxamido)-6-methylpyridin-3-yl)carbamate CN1N=C(C(=C1)C1=CN2C(S1)=C(C=N2)C(=O)NC=2C=C(C=NC2C)NC(OC[C@H]2N(CCC2)C)=O)C